8-(Hydroxymethyl)-3-(1-(2,2,3,3,3-pentafluoropropyl)-1H-pyrazol-4-yl)-2-(trifluoromethyl)-4H-pyrido[1,2-a]pyrimidin-4-one OCC1=CC=2N(C(C(=C(N2)C(F)(F)F)C=2C=NN(C2)CC(C(F)(F)F)(F)F)=O)C=C1